4-[3-([4-[4-(3-aminopropanamido)-1-methylimidazole-2-amido]-1-methylpyrrol-2-yl]formamido)propanamido]-1-methylimidazole-2-carboxamide NCCC(=O)NC=1N=C(N(C1)C)C(=O)NC=1C=C(N(C1)C)C(=O)NCCC(=O)NC=1N=C(N(C1)C)C(=O)N